1-[(3S,4S)-3,4-dihydroxypyrrolidin-1-yl]-3-[2-(trifluoromethyl)[1,1'-biphenyl]-4-yl]prop-2-yn-1-one O[C@H]1CN(C[C@@H]1O)C(C#CC1=CC(=C(C=C1)C1=CC=CC=C1)C(F)(F)F)=O